6-[cyclopentyl(methyl)amino]-2-{2-[4-(morpholin-4-yl)-2,3-dihydro-1H-indol-1-yl]-2-oxoethyl}pyridazin-3(2H)-one C1(CCCC1)N(C=1C=CC(N(N1)CC(=O)N1CCC2=C(C=CC=C12)N1CCOCC1)=O)C